cyanophenylphenylthiophosphonate C(#N)C=1C(=C(C=CC1)P([O-])([O-])=S)C1=CC=CC=C1